tert-butyl 3-[1-(2,4-dimethoxybenzyl)-4-(5-fluoro-1H-indol-3-yl)-2,5-dioxo-2,5-dihydro-1H-pyrrol-3-yl]-5-fluoro-1H-indole-1-carboxylate COC1=C(CN2C(C(=C(C2=O)C2=CNC3=CC=C(C=C23)F)C2=CN(C3=CC=C(C=C23)F)C(=O)OC(C)(C)C)=O)C=CC(=C1)OC